C(#N)C=1C(=NC(=CC1C(F)(F)F)C(F)(F)F)NCC(=O)N(C=1C=C2C=NN(C2=CC1)C)C 2-((3-cyano-4,6-bis(trifluoromethyl)pyridin-2-yl)amino)-N-methyl-N-(1-methyl-1H-indazol-5-yl)acetamide